ClC=1C=C(C=C(C1)F)NC(NC1=C(C(=O)NCCN)C=CC(=C1)OC(F)(F)F)=O 2-[3-(3-chloro-5-fluorophenyl)ureido]-4-trifluoromethoxy-N-(2-amino-ethyl)benzamide